FC1(CCC(CC1)[C@H](NC(=O)C1=CC=NN1C(C)C)C=1N=C2N(N=C(C=N2)CC2C(NC[C@@H](C2)C(F)(F)F)=O)C1)F N-((S)-(4,4-difluorocyclohexyl)(2-(((5R)-2-oxo-5-(trifluoromethyl)piperidin-3-yl)methyl)imidazo[1,2-b][1,2,4]triazin-6-yl)methyl)-1-isopropyl-1H-pyrazole-5-carboxamide